2-cyano-4-fluorobenzenesulfonyl chloride C(#N)C1=C(C=CC(=C1)F)S(=O)(=O)Cl